2-[METHYL(PIPERIDIN-4-YL)AMINO]ACETALDEHYDE CN(CC=O)C1CCNCC1